cis-3-{4-[4-amino-3-hydroxypiperidin-1-yl]-3-(3-fluoro-5-methylphenyl)quinolin-6-yl}-5-fluoro-2-hydroxybenzonitrile N[C@@H]1[C@@H](CN(CC1)C1=C(C=NC2=CC=C(C=C12)C=1C(=C(C#N)C=C(C1)F)O)C1=CC(=CC(=C1)C)F)O